7-(3-((benzyloxy)methyl)-4-ethyl-5-oxo-4,5-dihydro-1H-1,2,4-triazol-1-yl)-3-(2-chloro-6-fluorophenyl)-6-fluoro-1-isopropyl-2,2-dimethyl-2,3-dihydroquinazolin-4(1H)-one C(C1=CC=CC=C1)OCC1=NN(C(N1CC)=O)C1=C(C=C2C(N(C(N(C2=C1)C(C)C)(C)C)C1=C(C=CC=C1F)Cl)=O)F